(5aR,6S,6aS)-ethyl-3-((5-fluoro-1-(2-(trifluoromethyl)phenyl)-1H-indazol-6-yl)methoxy)-5,5a,6,6a-tetrahydrocyclopropa[4,5]cyclopenta[1,2-c]pyridine-6-carboxylate C(C)OC(=O)[C@H]1[C@@H]2CC3=C(C=NC(=C3)OCC3=C(C=C4C=NN(C4=C3)C3=C(C=CC=C3)C(F)(F)F)F)[C@@H]21